C(C)SC=1C(=NC(=NC1)N1N=CN=C1)C=1N(C(=CN1)C1=CC=C(C=C1)OC(F)(F)F)C 5-(ethylsulfanyl)-4-(1-methyl-5-(4-(trifluoromethoxy)phenyl)-1H-imidazol-2-yl)-2-(1H-1,2,4-triazol-1-yl)pyrimidine